C(C)(C)(C)OC(=O)N1[C@@H]2CN([C@H](C1)C2)CC2=CC=C1C(=N2)SC(=C1)C(=O)O 6-(((1S,4S)-5-(tert-Butoxycarbonyl)-2,5-diazabicyclo[2.2.1]heptan-2-yl)methyl)thieno[2,3-b]pyridine-2-carboxylic acid